2'-[(pyridin-2-yl)methyl]-8'-(trifluoromethyl)-2',5'-dihydrospiro[cyclopropane-1,4'-furo[2,3-g]indazole]-7'-carboxylic acid N1=C(C=CC=C1)CN1N=C2C3=C(CC4(C2=C1)CC4)OC(=C3C(F)(F)F)C(=O)O